F[C@H]1CN(CC[C@H]1NC1=C2C=C(N(C2=CC=C1)CC(F)(F)F)I)C [(3S,4R)-3-fluoro-1-methyl-4-piperidyl]-2-iodo-1-(2,2,2-trifluoroethyl)indol-4-ylamine